C1=C(C=CC2=CC=CC=C12)/C=C/C(=O)O (E)-3-(naphthalene-2-Yl)acrylic acid